1-{[(1S,4S,5S)-2-(cyanoacetyl)-2-azabicyclo[2.2.1]hept-5-yl]oxy}-7-(propan-2-yloxy)isoquinoline-6-carboxamide C(#N)CC(=O)N1[C@@H]2C[C@@H]([C@H](C1)C2)OC2=NC=CC1=CC(=C(C=C21)OC(C)C)C(=O)N